2-chloro-4-(1-methyl-5-(3-(trifluoromethyl)-1H-pyrazol-4-yl)-1H-imidazole-2-carboxamido)benzoic acid ClC1=C(C(=O)O)C=CC(=C1)NC(=O)C=1N(C(=CN1)C=1C(=NNC1)C(F)(F)F)C